OC1=C(N=C(N(C1=O)C)N1[C@@H](C2=CC=C(C=C2CC1)C(=O)OC)C1=CC=CC=C1)C(NC1=CC=CC=C1)=O methyl (1R)-2-[5-hydroxy-1-methyl-6-oxo-4-(phenylcarbamoyl)pyrimidin-2-yl]-1-phenyl-3,4-dihydro-1H-isoquinoline-6-carboxylate